(6S,7S)-6-((2,5-difluoro-[1,1'-biphenyl]-3-yl)methyl)-N-((R)-1,1-difluoropropan-2-yl)-7-((fluoromethyl)sulfonamido)-5-azaspiro[2.4]heptane-5-carboxamide FC1=C(C=C(C=C1C[C@@H]1N(CC2(CC2)[C@@H]1NS(=O)(=O)CF)C(=O)N[C@@H](C(F)F)C)F)C1=CC=CC=C1